C1(CCC1)N1C(=NC2=C1C=CC=C2)C=2N(C(C(=C(N2)C(=O)NC=2N=NN(C2)C)O)=O)C 2-(1-cyclobutyl-1H-benzo[d]imidazol-2-yl)-5-hydroxy-1-methyl-N-(1-methyl-1H-1,2,3-triazol-4-yl)-6-oxo-1,6-dihydropyrimidine-4-carboxamide